indeno[5,6-d][1,3]dioxol-4-one O1COC2=C1C=C1C=CC=C1C2=O